2-(6-{5-chloro-2-[(oxan-4-yl)amino]pyrimidin-4-yl}-1-oxo-2,3-dihydro-1H-isoindol-2-yl)-N-[(2R)-1,1,1-trifluoro-3-hydroxypropan-2-yl]acetamide ClC=1C(=NC(=NC1)NC1CCOCC1)C1=CC=C2CN(C(C2=C1)=O)CC(=O)N[C@@H](C(F)(F)F)CO